ClC1=C2C(=CC(=N1)Cl)NN=C2 4,6-dichloro-1H-pyrazolo[3,4-d]pyridine